C(=O)(O)C1=CC=C(C=C1)C=1C=CC=2N(C3=CC=C(C=C3C2C1)C1=CC=C(C=C1)C(=O)O)C=1C=C(C=C(C(=O)O)C1)C(=O)O 5-(3,6-bis(4-carboxyphenyl)-9H-carbazole-9-yl)isophthalic acid